CN1CCN(CC1)CC1=CC=C(C=C1)NC=1N=CC2=C(N1)N(C=C2)C2=CC=C(C=C2)N2S(CCCC2)(=O)=O 2-(4-(2-((4-((4-Methylpiperazin-1-yl)methyl)phenyl)amino)-7H-pyrrolo[2,3-d]pyrimidin-7-yl)phenyl)-1,2-thiazinane 1,1-dioxide